C(C)N1C(NC2=CC(=CC=C2C1=S)CN1CCN(CC1)C=1C(=NC(=CC1)C=1NC=CN1)F)=O 3-ethyl-7-((4-(2-fluoro-6-(1H-imidazol-2-yl)pyridin-3-yl)piperazin-1-yl)methyl)-4-thioxo-3,4-dihydroquinazolin-2(1H)-one